FC(CN1N=NC2=C1C=C(C=C2)C2=CNC=1N=C(N=C(C12)OC)N[C@@H]1CC[C@@H](CC1)OC(F)(F)F)F 5-(1-(2,2-Difluoroethyl)-1H-benzo[d][1,2,3]triazol-6-yl)-4-methoxy-N-(cis-4-(trifluoromethoxy)cyclohexyl)-7H-pyrrolo[2,3-d]pyrimidin-2-amine